11-((N-(3-Hexylundecanoyl)-N-methylglycyl)oxy)-6-oxoundecyl 3-hexylundecanoate C(CCCCC)C(CC(=O)OCCCCCC(CCCCCOC(CN(C)C(CC(CCCCCCCC)CCCCCC)=O)=O)=O)CCCCCCCC